9-[2',5'-Bis-O-(tert-butyldimethylsilyl)-β-D-xylofuranosyl]-9H-adenine [Si](C)(C)(C(C)(C)C)O[C@H]1[C@@H](O[C@@H]([C@@H]1O)CO[Si](C)(C)C(C)(C)C)N1C2=NC=NC(=C2N=C1)N